N(=C=O)CCN1C(C(CC1=O)=C)=O 1-(2-isocyanatoethyl)-3-methylenepyrrolidine-2,5-dione